BrC=1C=C2C=CC(=CC2=CC1)OCCCC(=O)OCC ethyl 4-(6-bromo-naphthalen-2-yloxy)-butyrate